COC(=O)C1=CC=C(S1)CNC1=C(C=CC(=C1)C1=NOC(=N1)C(C)C1=CC=CC2=CC=CC=C12)C N-((5-methoxycarbonylthiophen-2-yl)methyl)-5-(5-(1-(naphthalen-1-yl)ethyl)-1,2,4-oxadiazol-3-yl)-2-methylaniline